(R)-N-(5-(tert-butyl)-1-(1-(2-fluoroethyl)pyrrolidin-3-yl)-1H-pyrazol-3-yl)-7-chloro-1-methyl-6-(pyrazolo[1,5-a]pyrazin-3-yloxy)-1H-imidazo[4,5-b]pyridin-2-amine C(C)(C)(C)C1=CC(=NN1[C@H]1CN(CC1)CCF)NC=1N(C=2C(=NC=C(C2Cl)OC=2C=NN3C2C=NC=C3)N1)C